C(C)O/C=C/C1=C(C=CC(=C1)F)S(=O)(=O)N=CN(C)C N'-{2-[(1E)-2-ethoxyethenyl]-4-fluorobenzenesulfonyl}-N,N-dimethylmethanimidamide